Cl.COC(C1=C(C=C(C(=C1)F)C1=CC=CC=2CNCOC21)N2CCOCC2)=O.ClCC(=O)NC(NC2=C(C=CC(=C2)Cl)[N+](=O)[O-])=O 2-chloro-N-((5-chloro-2-nitrophenyl)carbamoyl)acetamide Methyl-4-(3,4-dihydro-2H-1,3-benzoxazin-8-yl)-5-fluoro-2-morpholin-4-ylbenzoate hydrochloride